beta-ribose O[C@H]1[C@H](O)[C@H](O)[C@H](O1)CO